1-(4-methoxybenzyl)-6-methyl-5-nitroisoquinoline COC1=CC=C(CC2=NC=CC3=C(C(=CC=C23)C)[N+](=O)[O-])C=C1